1-butyl-2-methyl-imidazolium hydrogen sulfate S(=O)(=O)(O)[O-].C(CCC)N1C(=[NH+]C=C1)C